3-(tert-Butyl)-N-(2-methyl-4-(7-(piperidin-4-yl)-9H-pyrimido[4,5-b]indol-4-yl)benzyl)-1,2,4-oxadiazole-5-carboxamide C(C)(C)(C)C1=NOC(=N1)C(=O)NCC1=C(C=C(C=C1)C1=NC=NC=2NC3=CC(=CC=C3C21)C2CCNCC2)C